7a-(((t-butyldimethylsilyl)oxy)methyl)hexahydro-3H-pyrrolizin-3-one [Si](C)(C)(C(C)(C)C)OCC12CCCN2C(CC1)=O